CC=1C=C(C=C(C1C(=O)O)C)C1=CC=C(C=C1)NC([C@@H]1N(CCC1)C(NC1=CC=C(C=C1)C(C)C)=O)=O 3,5-dimethyl-4'-[(1-{[4-(propan-2-yl)phenyl]carbamoyl}-D-prolyl)amino][1,1'-biphenyl]-4-carboxylic acid